CC(CC1NC(N(C1=O)C1CC2(CC(C2)OC2=NC=CC=C2C(=O)N)C1)=O)CCC 2-{[(αR)-6-[4-(2-methylpentyl)-2,5-dioxoimidazolidin-1-yl]spiro[3.3]-heptan-2-yl]oxy}-pyridine-3-carboxamide